N-[(2-Amino-3-pyridyl)sulfonyl]-6-tert-butyl-2-(2,4,6-trimethylphenoxy)pyridin-3-carboxamid NC1=NC=CC=C1S(=O)(=O)NC(=O)C=1C(=NC(=CC1)C(C)(C)C)OC1=C(C=C(C=C1C)C)C